(Z)-N'-(pyrimidin-2-yl)-4-(1,4,4,4-tetrafluoro-3-(4-fluoro-3-(trifluoromethyl)phenyl)but-1-en-1-yl)-2-(trifluoromethyl)benzoyl-hydrazine N1=C(N=CC=C1)NNC(C1=C(C=C(C=C1)/C(=C/C(C(F)(F)F)C1=CC(=C(C=C1)F)C(F)(F)F)/F)C(F)(F)F)=O